C(\C=C\C)B1OC(CN(CC(O1)=O)C)=O (E)-2-(but-2-en-1-yl)-6-methyl-1,3,6,2-dioxazaborocane-4,8-dione